[Si]([O-])([O-])([O-])[O-].[Si+4]=O silicon oxide, silicate salt